C(C)(C)(C)OC(N(C(=O)OC(C)(C)C)C1=C(C=C(C=C1[N+](=O)[O-])Br)F)=O.CC=1C=NC=2N(C1)C=NC2C=O (3-methylimidazo[1,5-a]pyrimidin-8-yl)methanone tert-butyl-N-(4-bromo-2-fluoro-6-nitro-phenyl)-N-tert-butoxycarbonyl-carbamate